N-(bicyclo[1.1.1]pentane-1-yl)-5-bromo-2-chloropyrimidin-4-amine C12(CC(C1)C2)NC2=NC(=NC=C2Br)Cl